(3S)-3-(4-chlorophenyl)-3-(1-(4-chlorophenyl)-7-fluoro-5-(4-fluorotetrahydro-2H-pyran-4-carbonyl)-1-hydroxy-3-oxoisoindolin-2-yl)propionic acid ethyl ester C(C)OC(C[C@H](N1C(C2=C(C=C(C=C2C1=O)C(=O)C1(CCOCC1)F)F)(O)C1=CC=C(C=C1)Cl)C1=CC=C(C=C1)Cl)=O